FC(C(C(=O)N1CC2(C1)CN(C[C@H]2CO)C(=O)C=2C=NN(C2)CC2=CC=C(C=C2)F)(C)C)(F)F (S)-3,3,3-trifluoro-1-(6-(1-(4-fluorobenzyl)-1H-pyrazole-4-carbonyl)-8-(hydroxymethyl)-2,6-diazaspiro[3.4]octan-2-yl)-2,2-dimethylpropan-1-one